OCCN1C(C2=CC=CC=C2CC1(C(F)(F)F)NC1=CC=C(C=C1)OC)=O 2-(2-Hydroxyethyl)-3-((4-methoxyphenyl)amino)-3-(trifluoromethyl)-3,4-dihydroisoquinolin-1(2H)-one